(E)-1-(2-Hydroxy-4-propan-2-yloxyphenyl)-3-(4-methylphenyl)prop-2-en-1-one OC1=C(C=CC(=C1)OC(C)C)C(\C=C\C1=CC=C(C=C1)C)=O